bis{2-(2-thienyl)pyridyl}iridium S1C(=CC=C1)C1=NC=CC=C1[Ir]C=1C(=NC=CC1)C=1SC=CC1